tris(N-ethyl-N-methylpiperidinium) thiophosphate bis(trifluoromethanesulfonyl)imide salt [N-](S(=O)(=O)C(F)(F)F)S(=O)(=O)C(F)(F)F.P(=S)([O-])([O-])O.C(C)[N+]1(CCCCC1)C.C(C)[N+]1(CCCCC1)C.C(C)[N+]1(CCCCC1)C